3-Chloro-6-(diethoxymethyl)-5-[(4-methoxyphenyl)methyl]pyrrolo[3,2-c]pyridazine ClC1=CC2=C(N=N1)C=C(N2CC2=CC=C(C=C2)OC)C(OCC)OCC